4,7-dimethyl-2,3-dihydro-1H-indole-2,3-dione CC1=C2C(C(NC2=C(C=C1)C)=O)=O